NC1=C(C(N(C2=NC(=CC=C12)Br)C=1C=NC(=CC1)N)=O)C(=O)OC methyl 4-amino-1-(6-aminopyridin-3-yl)-7-bromo-2-oxo-1,2-dihydro-1,8-naphthyridine-3-carboxylate